F[C@H](C(=O)N)[C@H](O)C1=CC=C(C=C1)F (2S,3R)-2-fluoro-3-(4-fluorophenyl)-3-hydroxypropanamide